1,1'-bis(diphenylphosphanyl)ferrocene tert-Butyl-N-[1-(2-fluoro-4-nitrophenyl)piperidin-4-yl]carbamate C(C)(C)(C)OC(NC1CCN(CC1)C1=C(C=C(C=C1)[N+](=O)[O-])F)=O.C1(=CC=CC=C1)P([C-]1C=CC=C1)C1=CC=CC=C1.[C-]1(C=CC=C1)P(C1=CC=CC=C1)C1=CC=CC=C1.[Fe+2]